BrC=1C(=NC=C(C1)Br)NC(C1=CC(=C(C=C1)OC(F)F)OC)=O N-(3,5-dibromopyridin-2-yl)-4-difluoromethoxy-3-methoxybenzamide